COC1=C(OC2=CC=C(C=C2)C=2NC=3N(N=CC3C3CNCC3)C2C(=O)N)C=CC=C1 2-(4-(2-methoxyphenoxy)phenyl)-7-(pyrrolidin-3-yl)-1H-imidazo[1,2-b]Pyrazole-3-carboxamide